CC(COC=1C=C(C=CC1)C1=CC(=NN1CC1=NC=CC=C1)CO)C [5-[3-(2-methylpropoxy)phenyl]-1-([pyridin-2-yl]methyl)-1H-pyrazol-3-yl]methanol